tert-butyl 3,3-dimethyl-piperazine-1-carboxylate CC1(CN(CCN1)C(=O)OC(C)(C)C)C